octyldodecyllauroyl glutamate N[C@@H](CCC(=O)[O-])C(=O)OC(CCCCCCCCCCC(CCCCCCCCCCCC)CCCCCCCC)=O